C1(CC1)CNC(C=1C=CC(=C(C1)NC(=O)C1=CC(=NN1C=1C=C(C=CC1)C(=N)NC(SCC)=O)C(F)(F)F)F)C1=CC=CC=C1 (-)-S-ethyl ((3-(5-((5-(((cyclopropylmethyl)amino)(phenyl)methyl)-2-fluoro phenyl)carbamoyl)-3-(trifluoromethyl)-1H-pyrazol-1-yl)phenyl)(imino)methyl)carbamothioate